CCCCCCCC n-Octan